tert-butyl (R)-4-(7-methoxy-2-methyl-4-((1-(3-nitro-5-(trifluoromethyl)phenyl)ethyl)amino)quinazolin-6-yl)piperidine-1-carboxylate COC1=C(C=C2C(=NC(=NC2=C1)C)N[C@H](C)C1=CC(=CC(=C1)C(F)(F)F)[N+](=O)[O-])C1CCN(CC1)C(=O)OC(C)(C)C